CC1([C@H]2CN([C@@H]([C@@H]12)C(=O)N[C@H](C=O)C[C@H]1C(NCC1)=O)C(CC1CCOCC1)=O)C (1R,2S,5S)-6,6-Dimethyl-N-((S)-1-oxo-3-((S)-2-oxopyrrolidin-3-yl)propan-2-yl)-3-(2-(tetrahydro-2H-pyran-4-yl)acetyl)-3-azabicyclo[3.1.0]hexane-2-carboxamide